2-(4-(6-ethyl-1'-methyl-6'-oxo-1',6'-dihydro-[3,4'-bipyridin]-3'-yl)-1H-pyrazol-1-yl)benzonitrile C(C)C1=CC=C(C=N1)C=1C(=CN(C(C1)=O)C)C=1C=NN(C1)C1=C(C#N)C=CC=C1